di(3-triethoxysilylpropyl)amine C(C)O[Si](CCCNCCC[Si](OCC)(OCC)OCC)(OCC)OCC